2-(7-((2S,5R)-4-(1-(4-fluoro-2-(trifluoromethyl)phenyl)ethyl)-2,5-dimethylpiperazine-1-yl)-4-methyl-5-oxo-4,5-dihydro-2H-pyrazolo[4,3-d]Pyrimidin-2-yl)acetonitrile FC1=CC(=C(C=C1)C(C)N1C[C@@H](N(C[C@H]1C)C=1C=2C(N(C(N1)=O)C)=CN(N2)CC#N)C)C(F)(F)F